O1CC=CC2=CC=CC(=C12)C(=O)N Chromene-8-carboxamide